BrC1=CC=C(C=C1)CN1CC(C1)(C)OC(C)=O acetic acid [1-[(4-bromophenyl) methyl]-3-methyl-azetidin-3-yl] ester